2-(5-Bromothiophen-2-yl)-5-(3,4-dimethoxyphenyl)-7-(trifluoromethyl)pyrazolo[1,5-a]pyrimidine BrC1=CC=C(S1)C1=NN2C(N=C(C=C2C(F)(F)F)C2=CC(=C(C=C2)OC)OC)=C1